nickel-copper-manganese [Mn].[Cu].[Ni]